(R)-1-methyl-N-(1-methylcyclopropyl)-4-(oxetan-3-ylmethyl)-5-oxo-1,2,4,5-tetrahydroimidazo[1,2-a]quinazoline-7-sulfonamide C[C@@H]1CN=C2N1C1=CC=C(C=C1C(N2CC2COC2)=O)S(=O)(=O)NC2(CC2)C